ClC=1C=C(CNC(=O)C2CC(NCC2)C)C=CC1 N-(3-chlorobenzyl)-2-methylpiperidine-4-carboxamide